ethane-1-sulfonamid C(C)S(=O)(=O)N